2-chloro-6-[7-(2-methylallyloxy)-2-oxo-3-(2-trimethylsilylethoxymethyl)imidazo[4,5-b]pyridin-1-yl]pyridine-3-carbonitrile ClC1=NC(=CC=C1C#N)N1C(N(C2=NC=CC(=C21)OCC(=C)C)COCC[Si](C)(C)C)=O